NC1(CN(CC1)C1=C(C(=C(C=C1)C(F)(F)F)Cl)CN1C2=NC=NC(=C2N=C1)N)C(=O)NC1CC1 3-amino-1-(2-((6-amino-9H-purin-9-yl)methyl)-3-chloro-4-(trifluoromethyl)phenyl)-N-cyclopropylpyrrolidine-3-carboxamide